ClC=1N=C(C2=C(N1)N(C=C2)C)N[C@H]2C[C@H](CCC2)NC(=O)C=2N=NNC2 |r| (+/-)-cis-N-(3-((2-chloro-7-methyl-7H-pyrrolo[2,3-d]pyrimidin-4-yl)amino)cyclohexyl)-1H-1,2,3-triazole-4-carboxamide